ClC1=C(C=CC(=N1)C(=O)NCC)N1CCN(CC1)CC1=CC=2NC(N(C(C2N=C1)=O)CC)=O 6-chloro-N-ethyl-5-(4-((3-ethyl-2,4-dioxo-1,2,3,4-tetrahydropyrido[3,2-d]pyrimidin-7-yl)methyl)piperazin-1-yl)picolinamide